CO[C@@H](COC1=C(C=CC=C1)C(CC(=O)O)CN1C[C@@H](CC1)CCC1=NC=2NCCCC2C=C1)C 3-((R)-2-methoxypropoxylphenyl)-4-((R)-3-(2-(5,6,7,8-tetrahydro-1,8-naphthyridin-2-yl)ethyl)pyrrolidin-1-yl)butanoic acid